4-[7-(1-Cyano-1-methyl-ethyl)imidazo[1,2-a]pyridin-3-yl]-2-(difluoromethoxy)-N-(2-fluorocyclopropyl)-6-methoxy-benzamide C(#N)C(C)(C)C1=CC=2N(C=C1)C(=CN2)C2=CC(=C(C(=O)NC1C(C1)F)C(=C2)OC)OC(F)F